5-[2-(2-carbamoyl-2-methylideneethyl)-3-oxo-1H,2H,3H-benzo[e]isoindol-8-yl]-N1,N3-dimethylbenzene-1,3-dicarboxamide C(N)(=O)C(CN1C(C=2C=CC3=C(C2C1)C=C(C=C3)C=3C=C(C=C(C3)C(=O)NC)C(=O)NC)=O)=C